5-(4-(9-Methyl-6-morpholino-8-(pyridin-4-yl)-9H-purin-2-yl)pyrimidin-2-yl)-3,4-dihydropyridine-1(2H)-carboxylic acid tert-butyl ester C(C)(C)(C)OC(=O)N1CCCC(=C1)C1=NC=CC(=N1)C1=NC(=C2N=C(N(C2=N1)C)C1=CC=NC=C1)N1CCOCC1